ClC=1C=C2C(=CN=C(C2=CN1)C)C=C 6-chloro-1-methyl-4-vinyl-2,7-naphthyridine